O[C@H]1COCC[C@H]1NS(=O)(=O)C1=CC=C(C=C1)C N-[(3R,4R)-3-hydroxyoxan-4-yl]-4-methylbenzenesulfonamide